C(C)N1N=C(C2=CC=CC=C12)C(CCC)C=1C=NC(=CC1)C1=CC=C(C=C1)C(F)(F)F ethyl-3-(1-(6-(4-(trifluoromethyl)phenyl)pyridin-3-yl)butyl)-1H-indazole